2,2,2-trichloroethyl N-[5-tert-butyl-2-(6-methyl-3-pyridyl)pyrazol-3-yl]-N-(2,2,2-trichloroethoxycarbonyl)carbamate C(C)(C)(C)C=1C=C(N(N1)C=1C=NC(=CC1)C)N(C(OCC(Cl)(Cl)Cl)=O)C(=O)OCC(Cl)(Cl)Cl